2-amino-4,6-dibromo-5-chloro-3-fluorobenzoic Acid NC1=C(C(=O)O)C(=C(C(=C1F)Br)Cl)Br